C(C)C=1C(=C(C=CC1OCC(C)O)C=1C(CC(NN1)=O)C)F 6-[3-Ethyl-2-fluoro-4-(2-hydroxypropoxy)phenyl]-5-methyl-4,5-dihydro-2H-pyridazin-3-one